ClC1=C(C(=CC(=C1)C(F)(F)F)Cl)CO (2,6-Dichloro-4-trifluoromethyl-phenyl)-methanol